C(C=C)C1=C\C(\C(C(=C1)C=1C=CC2=C(C=C(O2)C)C1)O)=N/CC1=CC=CC=C1 (E)-4-allyl-2-benzylimino-6-(2-methylbenzofuran-5-yl)phenol